ClC=1C=C2C(=CC1)NC(C21CCN(CC1)CCOC=1C=NC(=NC1)[C@](CO)(C)O)=O 5-chloro-1'-[2-({2-[(2S)-1,2-dihydroxypropan-2-yl]pyrimidin-5-yl}oxy)ethyl]-1,2-dihydrospiro[indole-3,4'-piperidin]-2-one